4-(2-nitro-4-cyanophenyl)-3-morpholone [N+](=O)([O-])C1=C(C=CC(=C1)C#N)N1C(COCC1)=O